OCCN1N=CC(=C1C)C(=O)N[C@@H]1CCC2=CC(=CC=C12)C1=NC(=NO1)C (R)-1-(2-hydroxyethyl)-5-methyl-N-(5-(3-methyl-1,2,4-oxadiazol-5-yl)-2,3-dihydro-1H-inden-1-yl)-1H-pyrazole-4-carboxamide